FC=1C=C(N)C=CC1OC1=C2C(=NC=C1)NC=C2I 3-fluoro-4-((3-iodo-1H-pyrrolo[2,3-b]pyridin-4-yl)oxy)aniline